1,1,1,3,3,3-Hexafluoropropan-2-yl 4-(4-chloro-2-(5-(methylsulfonyl)hexahydropyrrolo[3,4-c]pyrrol-2(1H)-yl)benzyl)piperazine-1-carboxylate ClC1=CC(=C(CN2CCN(CC2)C(=O)OC(C(F)(F)F)C(F)(F)F)C=C1)N1CC2CN(CC2C1)S(=O)(=O)C